P1(=O)(OO)OC2=C(C=C(C=C2C(C)(C)C)C(C)(C)C)CC2=C(C(=CC(=C2)C(C)(C)C)C(C)(C)C)O1.[Al] aluminum hydroxy 2,2'-methylenebis(4,6-di-tert-butylphenyl) phosphate